C(C)(C)(C)C(C#N)C#N tert.-Butylmalononitrile